BrC=1C=NC=C(C1Cl)[N+](=O)[O-] 3-bromo-4-chloro-5-nitro-pyridine